CC=1C=C(C=NNC2=C3N=CN(C3=NC=N2)C2=CC=CC=C2)C=CC1 6-(2-(3-methylbenzylidene)hydrazinyl)-9-phenyl-9H-purine